manganese selenious acid [Se](=O)(O)O.[Mn]